diimidazole carbon [C].N1C=NC=C1.N1C=NC=C1